boc-iminodiacetic acid C(=O)(OC(C)(C)C)C(C(=O)O)NCC(=O)O